N-[4-[(6,7-dimethoxy-1,5-naphthyridin-4-yl)oxy]-3-fluorophenyl]-5-(4-fluorophenyl)-4-oxo-1-(1H-pyrazol-4-yl)pyridine-3-carboxamide COC=1N=C2C(=CC=NC2=CC1OC)OC1=C(C=C(C=C1)NC(=O)C1=CN(C=C(C1=O)C1=CC=C(C=C1)F)C=1C=NNC1)F